3-[ethyl-(tetrahydro-2H-pyran-4-yl)amino]-2-methylbenzamide C(C)N(C=1C(=C(C(=O)N)C=CC1)C)C1CCOCC1